5-(4-bromobutyl)-10,11-dihydro-5H-dibenzo[b,f]naphthyridine BrCCCCC1C2=C(C=3C=C4C(=NC3N1)C=CCC4)C=CC=C2